(R)-N-(1-hydroxy-3-(methylsulfonyl)propan-2-yl)-2-methyl-5-((4-methylthiazol-5-yl)methoxy)benzofuran-3-carboxamide OC[C@H](CS(=O)(=O)C)NC(=O)C1=C(OC2=C1C=C(C=C2)OCC2=C(N=CS2)C)C